sec-butyl cetyloxy phosphate P(=O)(OC(C)CC)(OOCCCCCCCCCCCCCCCC)[O-]